2,3,5,6-tetrafluorobenzyl (1R,3S)-3-((Z)-2-cyanovinyl)-2,2-dimethylcyclopropanecarboxylate 2-methyl-allyl-acrylate Ethyl-2-(2-(hydroxymethyl)cyclopropyl)-2-methyl-propionate C(C)OC(C(C)(C)C1C(C1)CO)=O.CC(COC(C=C)=O)=C.C(#N)\C=C/[C@@H]1C([C@@H]1C(=O)OCC1=C(C(=CC(=C1F)F)F)F)(C)C